C[C@H]1C(CCCC1)=O (R)-2-methylcyclohexanone